ClC1=C(C=C(C=C1)C#N)C=1NC2=CC(=C(C(=C2C(C1)=O)F)C1=CC=C(C(=O)NC)C=C1)F 4-(2-(2-chloro-5-cyanophenyl)-5,7-difluoro-4-oxo-1,4-dihydroquinolin-6-yl)-N-methylbenzamide